1-[3-(2-dimethylaminoethyl)-1H-indol-5-yl]-N-methyl-methanesulfonamide CN(CCC1=CNC2=CC=C(C=C12)CS(=O)(=O)NC)C